O1CCC(=CC1)C1=NC2=NC(=CC=C2C=C1)C1=C(C=C(C=C1C)C)OC 2-(3,6-dihydro-2H-pyran-4-yl)-7-(2-methoxy-4,6-dimethyl-phenyl)-1,8-naphthyridine